O[C@@H]1C[C@H](O[C@H]1CO)N1C(NC(C(=C1)C=1OC(=CC1)C)=O)=O 1-((2S,4R,5S)-4-hydroxy-5-(hydroxymethyl)tetrahydrofuran-2-yl)-5-(5-methylfuran-2-yl)pyrimidine-2,4(1H,3H)-dione